C(C)(C)(C)OC(=O)N1CC=2C=CC(=NC2CC1C)O 2-hydroxy-7-methyl-7,8-dihydro-5H-1,6-naphthyridine-6-carboxylic acid tert-butyl ester